C(C)C1=C2C=CC(=CC2=CC=C1)O 5-ethyl-naphthalen-2-ol